2,2,2-Trifluoroacetanilide FC(C(=O)NC1=CC=CC=C1)(F)F